2-benzyl-5-(3-bromophenyl)-1H-pyrrole-3-carboxylic acid C(C1=CC=CC=C1)C=1NC(=CC1C(=O)O)C1=CC(=CC=C1)Br